CC(C)C1=CC=C(C=C1)C1(N(CCC1)C(=O)N)C(=O)N [4-(propan-2-yl)phenyl]pyrrolidine-1,2-dicarboxamide